ClC1=C(\C=N\O[C@@H](C(=O)OCC)C)C=C(C(=C1)F)N1C(N(C(N(C1=O)C)=S)C)=O ethyl (2R)-2-({(E)-[2-chloro-5-(3,5-dimethyl-2,6-dioxo-4-sulfanylidene-1,3,5-triazinan-1-yl)-4-fluorobenzylidene]amino}oxy)propanoate